NC1(C(C1([2H])[2H])([2H])[2H])C12CC(C1)(C2)C(=O)OC Methyl 3-(1-aminocyclopropyl-2,2,3,3-d4)bicyclo[1.1.1]pentane-1-carboxylate